C1(=CC=CC2=CC=CC=C12)C=1C(=C(C(=C2C=C3C(=CC=C4C=5C=CC=CC5N=C34)C12)C1=NN=NC(=C1C1=C(C=CC=C1)C1=CC=CC=C1)C1=CC=CC=C1)C1=CC=CC=C1)C1=CC=CC2=CC=CC=C12 (dinaphthalenyl)(phenyl)[phenyl(biphenylyl)triazinyl]indenocarbazole